ethyl 3-((3S,4R)-4-acetylpyrrolidin-3-yl)-4-methylbenzoate C(C)(=O)[C@@H]1[C@H](CNC1)C=1C=C(C(=O)OCC)C=CC1C